2',4'-difluoro-[1,1'-biphenyl]-4-sulfonic acid FC1=C(C=CC(=C1)F)C1=CC=C(C=C1)S(=O)(=O)O